2-chloromethyl-2-(2,4-dichlorophenyl)-1,3-dioxolane ClCC1(OCCO1)C1=C(C=C(C=C1)Cl)Cl